methyl-hydroxyglutaryl-coenzyme A CC(C(=O)SCCNC(CCNC([C@@H](C(COP(OP(OC[C@@H]1[C@H]([C@H]([C@@H](O1)N1C=NC=2C(N)=NC=NC12)O)OP(=O)(O)O)(=O)O)(=O)O)(C)C)O)=O)=O)(CCC(=O)O)O